N-((3-((5-((3S,4S)-4-amino-3-methyl-2-oxa-8-aza-spiro[4.5]decan-8-yl)pyrazin-2-yl)thio)-2-chlorophenyl)carbamoyl)pyridine-4-sulfonamide N[C@@H]1[C@@H](OCC12CCN(CC2)C=2N=CC(=NC2)SC=2C(=C(C=CC2)NC(=O)NS(=O)(=O)C2=CC=NC=C2)Cl)C